CC(C)(C1=CC(=C(C=C1)O)CC=C)C2=CC(=C(C=C2)O)CC=C 2,2'-diallylbisphenol a